(Z)-1-(3-(3-(3,5-bis(trifluoromethyl)phenyl)-1H-1,2,4-triazol-1-yl)acryloyl)-2-(cyclopropylmethyl)pyrazolidin-3-one FC(C=1C=C(C=C(C1)C(F)(F)F)C1=NN(C=N1)\C=C/C(=O)N1N(C(CC1)=O)CC1CC1)(F)F